C=1N=CN2C1C1=CC=CC=C1[C@H]2[C@@H]2[C@@H](C=1C=NN=CC1CC2)O (5S,6R)-6-((R)-5H-imidazo[5,1-a]isoindol-5-yl)-5,6,7,8-tetrahydrophthalazin-5-ol